tert-butyl 3-((5-chloro-6-((1-cyanocyclobutyl)methyl)pyridin-3-yl)methyl)-2-oxo-2,3-dihydro-1H-benzo[d]imidazole-1-carboxylate ClC=1C=C(C=NC1CC1(CCC1)C#N)CN1C(N(C2=C1C=CC=C2)C(=O)OC(C)(C)C)=O